Cl.Cl.Cl.N1N=CC(=C1)C=1C=CC(=C(C1)O)C=1N=NC(=CC1)C=1CCNCC1 5-(1H-pyrazol-4-yl)-2-[6-(1,2,3,6-tetrahydropyridin-4-yl)pyridazin-3-yl]phenol tri-hydrochloride